S1C(=NC2=C1C=CC=C2)SC2=CC=C(C=C2)NC(C2=C(C=CC(=C2)Cl)OC)=O N-(4-(benzo[d]thiazol-2-ylthio)phenyl)-5-chloro-2-methoxybenzamide